ClC1=C(C#N)C=CC=C1N1CCNCC1 2-chloro-3-(piperazin-1-yl)benzonitrile